2-((3-(tert-butyl)pyrazin-2-yl)oxy)acetic acid C(C)(C)(C)C=1C(=NC=CN1)OCC(=O)O